C(CCCC)C1=CC=C(C=C1)N=NC1=CC=CC=C1 4'-pentylazobenzene